NC1=NC=CC2=CC=CC=C12 1-aminoisoquinoline